(2R,3S,5R)-3-(3,4-difluoro-2-methoxyphenyl)-N-(1-(ethylsulfonyl)-3-methyl-1H-pyrazol-4-yl)-5-methyl-5-(trifluoromethyl)tetrahydrothiophene-2-carboxamide FC=1C(=C(C=CC1F)[C@H]1[C@@H](S[C@](C1)(C(F)(F)F)C)C(=O)NC=1C(=NN(C1)S(=O)(=O)CC)C)OC